FC1=C(C(=C(C=C1OC)OC)F)C1CCC=2C(=NNC2C1)C1=C(C=NN1CC)N 5-(6-(2,6-difluoro-3,5-dimethoxyphenyl)-4,5,6,7-tetrahydro-1H-indazol-3-yl)-1-ethyl-1H-pyrazol-4-amine